Dioxydiamide [NH-]OO[NH-]